6-[1-(2-fluoro-4-nitro-phenyl)-4-piperidyl]-2-azaspiro[3.3]heptane FC1=C(C=CC(=C1)[N+](=O)[O-])N1CCC(CC1)C1CC2(CNC2)C1